C(OC=1C(=NC=CC1OC)C(N[C@H](C(=O)NN(C)C(C1=CC(=CC(=C1)F)F)C1=CC(=CC(=C1)F)F)C)=O)(OCC)=O (S)-2-((1-(2-(bis(3,5-difluorophenyl)methyl)-2-methylhydrazineyl)-1-oxopropan-2-yl)carbamoyl)-4-methoxypyridin-3-yl ethyl carbonate